CC1(COC2=C1C(=CC=C2)OC2=CC=C(C=N2)N2C(N[C@@H](C2=O)CC)=O)C (5R)-3-{6-[(3,3-dimethyl-2,3-dihydro-1-benzofuran-4-yl)oxy]-3-pyridinyl}-5-ethyl-2,4-imidazolidinedione